2-(3,4-dimethoxyphenyl)-N-(4-(4-isobutylpiperazin-1-yl)cyclohexyl)-3-isopropyl-1H-indol-5-amine COC=1C=C(C=CC1OC)C=1NC2=CC=C(C=C2C1C(C)C)NC1CCC(CC1)N1CCN(CC1)CC(C)C